C(#N)C=1C=CC=2C3=C(NC2C1)C(=C(C=N3)C3=NN=C(S3)N3CCN(CC3)C(=O)OC(C)(C)C)NC3CCOCC3 tert-butyl 4-(5-(7-cyano-4-((tetrahydro-2H-pyran-4-yl)amino)-5H-pyrido[3,2-b]indol-3-yl)-1,3,4-thiadiazol-2-yl)piperazine-1-carboxylate